triethoxysilylpropyl-N,N,N-trimethylammonium methyl-8-(4,4-dimethylcyclohexyl)-9-(((trifluoromethyl)sulfonyl)oxy)-6,7-dihydro-5H-benzo[7]annulene-3-carboxylate COC(=O)C1=CC2=C(C(=C(CCC2)C2CCC(CC2)(C)C)OS(=O)(=O)C(F)(F)F)C=C1.C(C)O[Si](OCC)(OCC)CCC[N+](C)(C)C